Beta-ketoadipic acid O=C(CC(=O)O)CCC(=O)O